C(C)[C@]1(C(OCC=2C(N3CC=4C(=NC=5C=C(C(=CC5C4CC)OCCO)F)C3=CC21)=O)=O)O (S)-4,11-diethyl-8-fluoro-4-hydroxy-9-(2-hydroxyethoxy)-1,12-dihydro-14H-pyrano[3',4':6,7]indolizino[1,2-b]quinoline-3,14(4H)-dione